CC1=C(C=CC2=C1C=CC(O2)=O)C 5,6-dimethylbenzopyranone